ClC=1N=C2C(=C(C(N(C2=CC1)C)=O)C#N)N1C[C@@H]([C@H](CC1)NC1=C(C=C(C=C1)Cl)F)C 6-chloro-4-[(3S,4S)-4-(4-chloro-2-fluoro-anilino)-3-methyl-1-piperidinyl]-1-methyl-2-oxo-1,5-naphthyridine-3-carbonitrile